tert-butyl 8-methyl-7-(2-{[4-(sulfamoylmethyl)phenyl]amino}-5H,6H,7H,8H-pyrido[3,4-d]pyrimidin-7-yl)-1H,2H,3H-pyrido[2,3-b][1,4]oxazine-1-carboxylate CC1=C(C=NC=2OCCN(C21)C(=O)OC(C)(C)C)N2CC=1N=C(N=CC1CC2)NC2=CC=C(C=C2)CS(N)(=O)=O